C(C1=CC=CC=C1)C=1NC(=NN1)C(=O)NC1=NC=CC(=C1)C1=C(C=CC(=C1)NC(CCC(C)(C)O)=O)C 5-benzyl-N-(4-(5-(4-hydroxy-4-methylpentanamido)-2-methylphenyl)pyridin-2-yl)-4H-1,2,4-triazole-3-carboxamide